CN(C(C)=O)CC(=O)C1C(C2=CC=3C(C(C(C3C=C2C1=O)=O)C(CN(C(C)=O)C)=O)=O)=O N-methyl-N-(2-{6-[2-(N-methylacetamido)acetyl]-1,3,5,7-tetraoxo-1,2,3,5,6,7-hexahydro-s-indacen-2-yl}-2-oxoethyl)acetamide